N,N-dimethyl-dodecyl-benzenediamine CN(C=1C(=C(C=CC1)CCCCCCCCCCCC)N)C